C1=C(C=CC2=CC=CC=C12)OCCC1=C(C=CC=C1)S(=O)(=O)N (2-(naphthalen-2-yloxy)ethyl)benzenesulfonamide